ClC=1N=CN(C1)C1=CCC2C3CC=C4C[C@H](CC[C@@]4(C3CC[C@]12C)C)NC(=O)N1CC=NC=C1 N-((3S,10R,13S)-17-(4-chloro-1H-imidazol-1-yl)-10,13-dimethyl-2,3,4,7,8,9,10,11,12,13,14,15-dodecahydro-1H-cyclopenta[a]phenanthren-3-yl)pyrazine-4-carboxamide